(5-methylpyrrolidin-3-yl)-5-(piperidin-1-ylmethyl)-5,6-dihydro-1,4,2-dioxazine CC1CC(CN1)C1=NOCC(O1)CN1CCCCC1